5-(2-(Benzylamino)-4-methylpyrimidin-5-yl)-1H-benzo[d]imidazol-2(3H)-one C(C1=CC=CC=C1)NC1=NC=C(C(=N1)C)C1=CC2=C(NC(N2)=O)C=C1